COC1=CC=C(CC2N(CCC=3CCCCC23)C)C=C1 (4-methoxy-benzyl)-2-methyl-1,2,3,4,5,6,7,8-octahydroisoquinoline